C[C@H]1N(CCN(C1)C)[C@@H](C(=O)NC=1C=CC=C2C(=CNC12)C1=NC(=NC=C1C)NC1=C(C(=CC=C1)S(=O)(=O)C)F)COC (R)-2-((R)-2,4-Dimethylpiperazin-1-yl)-N-(3-(2-((2-fluoro-3-(methylsulfonyl)phenyl)amino)-5-methylpyrimidin-4-yl)-1H-indol-7-yl)-3-methoxypropanamid